BrC=1C=CC=C2C(=C(NC12)C(=O)O)CCCOC1=CC=CC2=CC=CC=C12 7-bromo-3-(3-(naphthalen-1-yloxy)propyl)-1H-indole-2-carboxylic acid